ClC=1C=CC(=C(C1)N1CC(N(CC1=O)C(C(=O)NC1=CC=2N(C=C1)N=CC2)CC2=CC=CC=C2)=O)N2N=NC(=C2)Cl 2-(4-(5-chloro-2-(4-chloro-1H-1,2,3-triazol-1-yl)phenyl)-2,5-dioxopiperazin-1-yl)-3-phenyl-N-(pyrazolo[1,5-a]pyridin-5-yl)propanamide